trifluorotris(trifluoropropyl)trifluorononane phosphate P(=O)(O)(O)O.FC(C(C(F)(F)F)(F)F)CCCCCC(CCC(F)(F)F)(CCC(F)(F)F)CCC(F)(F)F